(bis(4-chlorobenzyl)carbamoyl)glycyl-D-glutamic acid ClC1=CC=C(CN(C(=O)NCC(=O)N[C@H](CCC(=O)O)C(=O)O)CC2=CC=C(C=C2)Cl)C=C1